β-(diethylamino)ethyl acrylate C(C=C)(=O)OCCN(CC)CC